C(C)(C)(C)OC(=O)NC1=CC(=C(N=N1)C(=O)OC)OC methyl 6-((tert-butoxycarbonyl)amino)-4-methoxypyridazine-3-carboxylate